ClC1=NC=2C(=C3C(=C(C2N=C1)F)CC(C3)C(=O)OC)F methyl 3-chloro-5,9-difluoro-7,8-dihydro-6H-cyclopenta[g]quinoxaline-7-carboxylate